COC(=O)C1(C(C2=CC(=CC=C2C1)N=C(C1=CC=CC=C1)C1=CC=CC=C1)=O)C(C)C 6-((Diphenylmethylene)amino)-2-isopropyl-1-oxo-2,3-dihydro-1H-indene-2-carboxylic acid methyl ester